C(C)OC(=O)C=1C(=NN2C1N=C(C=C2)N2CCCC2)Br 2-bromo-5-pyrrolidin-1-ylpyrazolo[1,5-a]pyrimidine-3-carboxylic acid ethyl ester